C(C1=CC=CC=C1)N1CCC(CC1)C1=CN(C2=CN=CC=C21)C2=C(C(=O)N(C(C)C)C(C)C)C=C(C=C2)F (3-(1-Benzylpiperidin-4-yl)-1H-pyrrolo[2,3-c]pyridin-1-yl)-5-fluoro-N,N-diisopropylbenzamide